C(C1CO1)OC1=CC=C(C(=O)[O-])C=C1 4-(2,3-epoxypropoxy)benzoat